CC(CC\C=C/CCCCC)O (Z)-undec-5-en-2-ol